6-bromo-7-fluoro-2-methyl-4-oxa-1-azatricyclo[7.3.1.05,13]tridecan-5(13),6,8-trien-10-one BrC=1C=2OCC(N3CCC(C(=CC1F)C32)=O)C